Tert-butyl-N-[4-[[2-chloro-6-[4-[4-[rac-(4R)-4-(tert-butoxycarbonylamino)-2-oxo-pyrrolidin-1-yl]phenyl]sulfonylpiperazin-1-yl]-4-pyridyl]-difluoro-methyl]cyclohexyl]carbamate C(C)(C)(C)OC(NC1CCC(CC1)C(F)(F)C1=CC(=NC(=C1)N1CCN(CC1)S(=O)(=O)C1=CC=C(C=C1)N1C(C[C@H](C1)NC(=O)OC(C)(C)C)=O)Cl)=O |r|